(((1s,4s)-4-(1H-imidazol-1-yl)cyclohexyl)oxy)-7-morpholino-1,6-naphthyridine-3-carboxamide N1(C=NC=C1)C1CCC(CC1)OC1=NC2=CC(=NC=C2C=C1C(=O)N)N1CCOCC1